4-[(1S)-1-[[4-[(3R)-3-(Cyclohexyloxy)pyrrolidin-1-yl]tetrahydropyran-4-carbonyl]amino]ethyl]benzoic acid, hydrochloride Cl.C1(CCCCC1)O[C@H]1CN(CC1)C1(CCOCC1)C(=O)N[C@@H](C)C1=CC=C(C(=O)O)C=C1